5-(4-chloro-2,5-difluoro-phenyl)-2,3-dimethyl-7-((2S)-2-(1-methyl-1H-pyrazol-4-yl)-4-morpholinyl)pyrido[4,3-d]pyrimidin-4(3H)-one ClC1=CC(=C(C=C1F)C1=NC(=CC=2N=C(N(C(C21)=O)C)C)N2C[C@@H](OCC2)C=2C=NN(C2)C)F